C(C)OOC1=CC=C(C=C1)N(C(CC)=O)C(CC)=O N-(4-(ethylperoxy)phenyl)-N-propionylpropionamide